2-(3-((2-methoxy-4-(methylsulfonyl)phenyl)amino)prop-1-yn-1-yl)-N-((3S,4S)-3-methoxytetrahydro-2H-pyran-4-yl)-1-(2,2,2-trifluoroethyl)-1H-indol-4-amine COC1=C(C=CC(=C1)S(=O)(=O)C)NCC#CC=1N(C=2C=CC=C(C2C1)N[C@@H]1[C@@H](COCC1)OC)CC(F)(F)F